CC1=CC=2C=NC(=CC2N1CC(F)(F)F)C1=NN(C=C1N)COCC[Si](C)(C)C 3-(2-Methyl-1-(2,2,2-trifluoroethyl)-1H-pyrrolo[3,2-c]pyridin-6-yl)-1-((2-(trimethylsilyl)ethoxy)methyl)-1H-pyrazol-4-amine